C1(CC1)C=1C(=NC(=NC1)NC=1C=NN(C1)C1CCN(CC1)C1CC1)NCCCN1C(CCC1(C)C)=O 1-(3-((5-cyclopropyl-2-((1-(1-cyclopropylpiperidin-4-yl)-1H-pyrazol-4-yl)amino)pyrimidin-4-yl)amino)propyl)-5,5-dimethylpyrrolidin-2-one